(4-chlorothieno[2,3-b]pyridin-5-yl)-[rac-(7R,9aR)-7-(3-chloro-4-fluorophenyl)-1,3,4,6,7,8,9,9a-octahydropyrido[1,2-a]pyrazin-2-yl]methanone ClC1=C2C(=NC=C1C(=O)N1C[C@@H]3N(CC1)C[C@H](CC3)C3=CC(=C(C=C3)F)Cl)SC=C2 |r|